ClC1=CC(=NC2=C(C(=CC=C12)Cl)Cl)C=1C=NNC1 4,7,8-Trichloro-2-(1H-Pyrazol-4-Yl)Quinoline